C(C)(C)(C)NC(=O)NC(CN(C)C)C 1-(tert-butyl)-3-(1-dimethylaminopropan-2-yl)urea